2-chloro-N-(5-chloro-6-(2H-1,2,3-triazol-2-yl)pyridin-3-yl)-8,8-dimethyl-7,8-dihydro-6H-cyclopenta[e]pyrazolo[1,5-a]pyrimidine-6-carboxamide ClC1=NN2C(N=CC3=C2C(CC3C(=O)NC=3C=NC(=C(C3)Cl)N3N=CC=N3)(C)C)=C1